[K].C(C)N1CC(C(C1)OC)S(=O)(=O)NC(NC1=C2CCCC2=CC=2CCCC12)=O 1-Ethyl-N-((1,2,3,5,6,7-hexahydro-s-indacen-4-yl)carbamoyl)-4-methoxypyrrolidine-3-sulfonamide, Potassium Salt